CN(CCOC=1C(=CC=C2C(=CC(NC12)=O)C1=CC=CC=C1)NCC1=CC=C(C=C1)OC)C 8-(2-(dimethylamino)ethoxy)-7-(4-methoxybenzylamino)-4-phenylquinolin-2(1H)-one